CC(CN)CC(CCCCN)C 2,4-dimethyl-octamethylenediamine